3-(3-methylcyclohexyloxy)-1,2-propanediol CC1CC(CCC1)OCC(CO)O